(1R,2R,4S,5S,6S,7R)-7-(2-methylpyridin-4-yl)-N-(3-(trifluoromethyl)phenyl)-8-oxatricyclo[3.2.1.02,4]octane-6-carboxamide CC1=NC=CC(=C1)[C@H]1[C@@H]([C@@H]2[C@H]3C[C@H]3[C@H]1O2)C(=O)NC2=CC(=CC=C2)C(F)(F)F